3-((R)-3-(2-((R)-1-Hydroxyethyl)-6-(phenylsulfonyl)imidazo[4,5-d]pyrrolo[2,3-b]pyridin-1(6H)-yl)pyrrolidin-1-yl)propanenitrile O[C@H](C)C1=NC=2C(=C3C(=NC2)N(C=C3)S(=O)(=O)C3=CC=CC=C3)N1[C@H]1CN(CC1)CCC#N